C1(CC1)C=1C=C2C(=NC(=NC2=CC1)C)N1CC=2C=C(C=NC2CC1)C(F)(F)F 6-cyclopropyl-2-methyl-4-[3-(trifluoromethyl)-7,8-dihydro-5H-1,6-naphthyridin-6-yl]quinazoline